CC(C(C)=O)CC(C)C 3,5-DIMETHYL-2-HEXANONE